(6-aminopyridin-3-yl)-4-cyclopropylpiperidin-4-ol NC1=CC=C(C=N1)N1CCC(CC1)(O)C1CC1